NC([C@H](CC1C(NC(C1)(C)C)=O)NC([C@H](CC1CC1)NC(=O)C=1NC2=C(C=CC=C2C1)Cl)=O)=O N-[(1S)-2-[[(1S)-2-amino-1-[(5,5-dimethyl-2-oxo-pyrrolidin-3-yl)methyl]-2-oxo-ethyl]amino]-1-(cyclopropylmethyl)-2-oxo-ethyl]-7-chloro-1H-indole-2-carboxamide